N-[(3R)-5-oxo-1-(4-piperazin-1-ylsulfonylphenyl)pyrrolidin-3-yl]carbamic acid tert-butyl ester C(C)(C)(C)OC(N[C@H]1CN(C(C1)=O)C1=CC=C(C=C1)S(=O)(=O)N1CCNCC1)=O